CC1(NCCC1)CNC(O[C@@]1(C(C1)C)C1=CC(=C(C=C1)F)C(F)(F)F)=O Methyl-(S)-(1-(4-fluoro-3-(trifluoromethyl)phenyl)cyclopropyl) ((2-methylpyrrolidin-2-yl)methyl)-Carbamat